(R)-N-(8,9-difluoro-6-oxo-1,2,3,4,5,6-hexahydrophenanthridin-1-yl)-5-fluoro-N-methyl-1H-indole-2-carboxamide FC=1C=C2C(NC=3CCC[C@H](C3C2=CC1F)N(C(=O)C=1NC2=CC=C(C=C2C1)F)C)=O